ClC=1C=C(C(=NC1)C(=O)N1CC2=CC=CC=C2C[C@H]1C1=CC=NC=C1)N1N=C(C2=CC=CC=C12)C(=O)N(C1=CC=NC=C1)C1=CC=CC=C1 (S)-1-(5-chloro-2-(3-(pyridin-4-yl)-1,2,3,4-tetrahydroisoquinoline-2-carbonyl)pyridin-3-yl)-N-phenyl-N-(pyridin-4-yl)-1H-indazole-3-carboxamide